BrC=1C=CC(=NC1C)CNC 1-(5-bromo-6-methylpyridin-2-yl)-N-methylmethanamine